C(=O)(O)C1(C(C(C(C1)C(=O)O)C)C(=O)O)C(=O)O 1,2,4-tricarboxy-3-methylcarboxycyclopentane